N-butyl-N'-nonylurea C(CCC)NC(=O)NCCCCCCCCC